COC(=O)C1=C(C=C2N=C(C=3N(C2=C1)C(=NC3)C)NCC3=C(C=C(C=C3)OC)OC)Cl 7-chloro-4-((2,4-dimethoxybenzyl)amino)-1-methylimidazo[1,5-a]quinoxaline-8-carboxylic acid methyl ester